(3,5-dihydroxy-1-adamantyloxycarbonyl)methyl methacrylate C(C(=C)C)(=O)OCC(=O)OC12CC3(CC(CC(C1)C3)(C2)O)O